3-Fluoro-5-methyl-4-(3-(1,2,3,4-tetrahydroisochinolin-7-yl)-6-oxo-1H-pyrazolo[4,3-c]pyridazin-5(6H)-yl)benzonitril FC=1C=C(C#N)C=C(C1N1N=C2C(=CC1=O)NN=C2C2=CC=C1CCNCC1=C2)C